OCC1=C2C(=NC=C1)C=C(S2)C(=O)NC(C(=O)O)C (7-hydroxymethylthieno[3,2-b]pyridine-2-carboxamido)propanoic acid